C(C)(C)(C)OC(=O)N1CC(C1)N(C=1C=CC(=NC1)C(=O)O)C 5-((1-(Tert-Butoxycarbonyl)azetidin-3-yl)(methyl)amino)picolinic acid